C(C)(=O)O[C@H]1[C@H](O[C@@H]([C@@H]([C@H]1OC(C)=O)N=[N+]=[N-])Br)COC(C)=O (2R,3R,4R,5R,6R)-2-(acetoxymethyl)-5-azido-6-bromotetrahydro-2H-pyran-3,4-diyl diacetate